9-(2-bromophenyl)-1-phenyl-9H-carbazole BrC1=C(C=CC=C1)N1C2=CC=CC=C2C=2C=CC=C(C12)C1=CC=CC=C1